NC1=NC=CC=C1C1=NC=2C(=NC(=CC2)N2N=CC=C2)N1C=1C=C2C(C[C@@H](C2=CC1)NC(C1=CC(=C(C=C1)O)C=O)=O)O N-[(1S)-5-[2-(2-aminopyridin-3-yl)-5-(pyrazol-1-yl)imidazo[4,5-b]pyridin-3-yl]-3-hydroxy-2,3-dihydro-1H-inden-1-yl]-3-formyl-4-hydroxybenzamide